(2-(dimethylamino)ethoxy)-5-fluoroaniline CN(CCONC1=CC=CC(=C1)F)C